Methyl-2,2-dimethyl-3-[(1Z)-3,3,3-trifluoro-1-propen-1-yl]Cyclopropane formate C(=O)O.CC1C(C1\C=C/C(F)(F)F)(C)C